tert-butyl 2-(1,3-dimethyl-1H-indazol-7-yl)-2-(3-(5-(4-methoxy-5,6,7,8-tetrahydro-1,8-naphthyridin-2-yl)pentyloxy)azetidin-1-yl)acetate CN1N=C(C2=CC=CC(=C12)C(C(=O)OC(C)(C)C)N1CC(C1)OCCCCCC1=NC=2NCCCC2C(=C1)OC)C